1-oxoisoindoline-4-pentanamide O=C1NCC=2C(=CC=CC12)CCCCC(=O)N